CC(=CCCC1CC2=C(C3=CC=C(C=C3C(=C2CC1)O)Cl)OC(C=C)=O)C 2-(4-methyl-3-pentenyl)-6-chloro-9-acryloyloxy-10-hydroxy-1,2,3,4-tetrahydroanthracene